sulfenamic acid S(N)O